6-chloro-N-(4,4-difluorocyclohexyl)-5-fluoro-2-(3-methyl-1H-pyrazol-1-yl)pyrimidin-4-amine ClC1=C(C(=NC(=N1)N1N=C(C=C1)C)NC1CCC(CC1)(F)F)F